ClC=1C=C(C=CC1Cl)NC(=O)N1C2CC3=C(C(=NC=C3)NC(OC(C)(C)C)=O)C1CC2 tert-butyl ((±)-10-((3,4-dichlorophenyl)carbamoyl)-6,7,8,9-tetrahydro-5H-6,9-epiminocyclohepta[c]pyridin-1-yl)carbamate